(5-(pyrimidin-2-yl)furan-2-yl)methanol N1=C(N=CC=C1)C1=CC=C(O1)CO